CNC=1C(=C(C(=C(C1)CC)CC)C)NC N,N'-dimethyldiethylmethylbenzenediamine